NC1=NC(=CC(=N1)N1[C@@H](COCCC1)C1=C(C=C(C=C1)N1CCN(CC1)C(=O)C1CC1)Cl)C |r| (+/-)-[4-[4-[4-(2-amino-6-methyl-pyrimidin-4-yl)-1,4-oxazepan-3-yl]-3-chloro-phenyl]piperazin-1-yl]-cyclopropyl-methanone